(3,6-diazabicyclo[3.1.1]heptan-3-yl)(3-(3-chlorophenyl)-1-(2,2-difluoroethyl)-1H-indazol-5-yl)methanone C12CN(CC(N1)C2)C(=O)C=2C=C1C(=NN(C1=CC2)CC(F)F)C2=CC(=CC=C2)Cl